ClC=1C=C(C(=O)NC(C)C2=NC(=NN2C2=NC=C(C(=O)N=S(=O)(CC)C3CCCCC3)C=C2)C)C=C(C1)C(F)(F)F rac-6-(5-(1-(3-chloro-5-(trifluoromethyl)benzamido)ethyl)-3-methyl-1H-1,2,4-triazol-1-yl)-N-(cyclohexyl(ethyl)(oxo)-λ6-sulfaneylidene)nicotinamide